((1S,2R)-2-fluorocyclopropyl)(3-(6-(tetrahydrofuran-3-yl)pyrrolo[1,2-b]pyridazin-4-yl)-3,8-diazabicyclo[3.2.1]octan-8-yl)methanone F[C@H]1[C@@H](C1)C(=O)N1C2CN(CC1CC2)C=2C=1N(N=CC2)C=C(C1)C1COCC1